(R)-N-(3-chloro-2,4-difluorophenyl)-6-(piperidin-3-yl)pyrido[3,2-d]pyrimidin-4-amine ClC=1C(=C(C=CC1F)NC=1C2=C(N=CN1)C=CC(=N2)[C@H]2CNCCC2)F